4-[2-(4-chloro-2-fluoro-phenyl)-4,4-difluoro-chroman-8-yl]piperidine-1-carboxylic acid tert-butyl ester C(C)(C)(C)OC(=O)N1CCC(CC1)C=1C=CC=C2C(CC(OC12)C1=C(C=C(C=C1)Cl)F)(F)F